tert-butyl (17-{4-[(tert-butoxycarbonyl)amino]butyl}-16-oxo-4,7,10,13-tetraoxa-17-azahenicos-1-yn-21-yl)carbamate C(C)(C)(C)OC(=O)NCCCCN(C(CCOCCOCCOCCOCC#C)=O)CCCCNC(OC(C)(C)C)=O